FC1(CC2(CN(C2)C2=CC=C(C=C2)C2CN(C2)C(=O)N2C[C@@H]3[C@@H](OCC(N3)=O)CC2)C1)F (4aR,8aS)-6-[3-[4-(6,6-difluoro-2-azaspiro[3.3]heptan-2-yl)phenyl]azetidine-1-carbonyl]-4,4a,5,7,8,8a-hexahydropyrido[4,3-b][1,4]oxazin-3-one